3-(4-(4-pyrrolidin-1-ylpiperidin-1-ylprop-1-enyl)phenyl)-1H-1,2,4-triazole-3,5-diamine N1(CCCC1)C1CCN(CC1)CC=CC1=CC=C(C=C1)C1(NNC(=N1)N)N